OC1=C2C(C=CC(C2=C(C=C1)O)=O)=O 5,8-dihydroxyl-1,4-naphthoquinone